N1=CC=C2N1C=1N(C=C2)N=CC1 pyrazolo[1,5-a]pyrazolo[1,5-c]pyrimidine